Cl.CC(CC)N1C2C3=CC=CC=C3C1CC2 11-(Butan-2-yl)-11-azatricyclo[6.2.1.02,7]undeca-2,4,6-triene hydrochloride